COC(=O)C1=CC=C2C(N(N(C2=C1)C[C@H]1OCC1)CC1=C(C=C(C(=C1)F)C1=NC(=CC=C1)O)F)=O (S)-2-(4-(6-hydroxypyridin-2-yl)-2,5-difluorobenzyl)-1-((oxetan-2-yl)methyl)-3-oxo-2,3-dihydro-1H-indazole-6-carboxylic acid methyl ester